C(C1=CC=CC=C1)N1CCC(CC1)(O)C1=C(C=CC(=C1)C)C(C)(C)O 1-benzyl-4-[2-(1-hydroxy-1-methyl-ethyl)-5-methyl-phenyl]piperidin-4-ol